((3aS,4R,5aS,9aR,9bR)-4-(Aminomethyl)-2,2,7-trimethylhexahydro-4H,9H-[1,3]dioxolo[4',5':4,5]pyrano[2,3-b][1,4]oxazin-9-yl)-2,2,2-trifluoroethan-1-one NC[C@@H]1[C@H]2[C@@H]([C@@H]3[C@@H](OC(CN3C(C(F)(F)F)=O)C)O1)OC(O2)(C)C